(R)-1-(2-chloropyridin-3-yl)ethyl (1-methyl-4-(5-propionamidopyridin-2-yl)-1H-1,2,3-triazol-5-yl)carbamate CN1N=NC(=C1NC(O[C@H](C)C=1C(=NC=CC1)Cl)=O)C1=NC=C(C=C1)NC(CC)=O